(S)-(5-(pyrimidin-2-yl)-1,3,4-oxadiazol-2-yl)(4-(4-(trifluoromethyl)pyrazolo[1,5-a]pyridin-2-yl)-6,7-dihydro-1H-imidazo[4,5-c]pyridin-5(4H)-yl)methanone N1=C(N=CC=C1)C1=NN=C(O1)C(=O)N1[C@@H](C2=C(CC1)NC=N2)C2=NN1C(C(=CC=C1)C(F)(F)F)=C2